methyl 8-cyano-4-(isopropylamino)benzo[5,6][1,4]dioxino[2,3-b]pyridine-3-carboxylate C(#N)C1=CC2=C(OC=3C(=NC=C(C3NC(C)C)C(=O)OC)O2)C=C1